3-(3,4-dicyanophenoxy)phenylboronic acid C(#N)C=1C=C(OC=2C=C(C=CC2)B(O)O)C=CC1C#N